[PH2]([O-])=O.[PH2](O)=O.[PH2]([O-])=O.[Zn+2] zinc triphosphinate